FC1=C(C=CC=C1CN1C(OC2=C(C1C)N=CC(=C2)O)=O)NC(OC(C)(C)C)=O tert-butyl (2-fluoro-3-((7-hydroxy-4-methyl-2-oxo-2H-pyrido[2,3-e][1,3]oxazin-3(4H)yl)methyl)phenyl)carbamate